3,3-dimethyl-1-(4-(4-(1-(pent-3-yl)-1H-pyrazol-4-yl)pyrazolo[1,5-a]pyrazin-6-yl)-1H-pyrazol-1-yl)butan-2-ol CC(C(CN1N=CC(=C1)C=1N=C(C=2N(C1)N=CC2)C=2C=NN(C2)C(CC)CC)O)(C)C